C(C)(C)(C)OC(=O)N1C[C@H]([C@H](C1)F)N.C(C)N[C@@H]1CN(C[C@@H]1F)C=1N=CC(=NC1)C(=O)NC=1N=C(C=2N(C1)C=C(N2)C)OC 5-((3R,4S)-3-(ethylamino)-4-fluoropyrrolidin-1-yl)-N-(8-methoxy-2-methylimidazo[1,2-a]pyrazin-6-yl)pyrazine-2-carboxamide Cis-tert-butyl-3-amino-4-fluoropyrrolidine-1-carboxylate